FC=1C=C(C=CC1OC1=C2C(=NC=C1)NN=C2N[C@@H](CO)C)NC(=O)C=2C(N(C=C(C2)C)C2=CC(=CC=C2)F)=O (R)-N-(3-fluoro-4-((3-((1-hydroxypropan-2-yl)amino)-1H-pyrazolo[3,4-b]pyridin-4-yl)oxy)phenyl)-1-(3-fluorophenyl)-5-methyl-2-oxo-1,2-dihydropyridine-3-carboxamide